C(=C)C1=CC=C(CC(CC=2N=NNN2)CCCCCCCCCC=2N=NNN2)C=C1 2-(4-vinylbenzyl)-5,5'-undecamethylenebis(2H-tetrazole)